FC1([C@@H]([C@H](CCC1)OC1(CCN(CC1)C(C)C)C)N)F (1R,6S)-2,2-difluoro-6-{[4-methyl-1-(propan-2-yl)piperidin-4-yl]oxy}cyclohex-an-1-amine